ClC1=CC=CC=2C(N([C@H]3C=4N([C@@H](C21)C3)C3=C(N4)C=CC(=C3)C=3C=NC(=NC3)OCCO)C([2H])([2H])[2H])=O (7R,14R)-1-chloro-11-(2-(2-hydroxyethoxy)pyrimidin-5-yl)-6-(methyl-d3)-6,7-dihydro-7,14-methanobenzo[f]benzo[4,5]imidazo[1,2-a][1,4]diazocin-5(14H)-one